2,6-dibromo-4-{2-ethyl-4-[4-(4-methoxybutoxy)phenyl]phenyl}phenol BrC1=C(C(=CC(=C1)C1=C(C=C(C=C1)C1=CC=C(C=C1)OCCCCOC)CC)Br)O